(E)-1-(4-(dimethylamino)but-2-enoyl)-3-(((6-(3-fluoro-4-hydroxyphenyl)-1H-indazol-4-yl)oxy)methyl)azetidine-3-carbonitrile CN(C/C=C/C(=O)N1CC(C1)(C#N)COC1=C2C=NNC2=CC(=C1)C1=CC(=C(C=C1)O)F)C